OC1(C(CCC1)N1C(C(=CC2=C1N=C(N=C2)NC2CCN(CC2)S(=O)(=O)C)C([2H])([2H])[2H])=O)C([2H])([2H])[2H] (±)-8-(2-hydroxy-2-(methyl-d3)cyclopentyl)-6-(methyl-d3)-2-((1-(methylsulfonyl)piperidin-4-yl)amino)pyrido[2,3-d]pyrimidin-7(8H)-one